perfluoro-3,6-dioxa-4-methyl-7-octenesulfonic acid sodium [Na].FC(C(OC(C(OC(=C(F)F)F)(F)F)(C(F)(F)F)F)(F)F)(S(=O)(=O)O)F